ethyl (S)-2-((tert-butyloxycarbonyl)amino)-5-cyclopropyl-5-oxopentanoate C(C)(C)(C)OC(=O)N[C@H](C(=O)OCC)CCC(=O)C1CC1